4-(4-(trifluoromethyl)phenoxy)-1H-indole-3-carboxylic acid FC(C1=CC=C(OC2=C3C(=CNC3=CC=C2)C(=O)O)C=C1)(F)F